1,3-Propanediol Diacrylate C(C=C)(=O)OCCCOC(C=C)=O